Br.Br.ClC=1C=C2CC[C@@H](CC2=C(C1)F)N[C@H](C(=O)NC=1N=CN(C1)C(CNCC(C)(C)C)(C)C)CCC (S)-2-(((S)-6-chloro-8-fluoro-1,2,3,4-tetrahydronaphthalen-2-yl)amino)-N-(1-(2-methyl-1-(neopentanylamino)propan-2-yl)-1H-imidazol-4-yl)pentanamide dihydrobromide